FC=1C=C(C(=NC1)I)OCC(F)(F)F 5-fluoro-2-iodo-3-(2,2,2-trifluoroethoxy)pyridine